NC=1C=C(OC2=CC=C(OC3=CC(=CC=C3)OC3=CC=C(C=C3)OC3=CC(=CC=C3)N)C=C2)C=CC1 1,3-bis(4-(3-aminophenoxy)phenoxy)benzene